COC(NC=1N=C(C2=C(N1)C(=NN2CC2=C(C=C(C=C2)CO)OC)C=2COCC2)NCCCC)=O (7-(butylamino)-3-(2,5-dihydrofuran-3-yl)-1-(4-(hydroxymethyl)-2-methoxybenzyl)-1H-pyrazolo[4,3-d]Pyrimidin-5-yl)carbamic acid methyl ester